NC=1C(=C(C=C2C=C(N=CC12)NC1=NN2CC(N(CCC2=C1)C(C)C)=O)C=1C(=NC(=NC1)C(=O)N(C)C)C)F 5-(8-amino-7-fluoro-3-((6-isopropyl-7-oxo-5,6,7,8-tetrahydro-4H-pyrazolo[1,5-d][1,4]diazepin-2-yl)amino)isoquinolin-6-yl)-N,N,4-trimethylpyrimidine-2-carboxamide